car-an C12CC(CCC1C2(C)C)C